CC=1OC(=C(N1)C1=C(C=CC=C1)C)C1C2=CC=CC=C2OC=2C=CC=CC12 2-Methyl-4-(o-tolyl)-5-(9H-xanthen-9-yl)oxazole